CC1=NOC2=C1C=C(C=C2)C2=NC1=C(N2[C@@H](C)C2=CC=CC=C2)C=C(C=C1)N1CCOCC1 (S)-3-methyl-5-(6-morpholino-1-(1-phenylethyl)-1H-benzo[d]imidazol-2-yl)benzo[d]isoxazole